FC(C(C(C(F)(F)F)(F)F)(F)F)(F)S(=O)(=O)OC1=COC2(C1)CCN(CC2)C(=O)OC(C)(C)C tert-butyl 3-(1,1,2,2,3,3,4,4,4-nonafluorobutylsulfonyloxy)-1-oxa-8-azaspiro[4.5]dec-2-ene-8-carboxylate